COCC1(C2=CC=C(C=C2C=2C=C(C=CC12)C(C)C)C(C)C)COC 9,9-bis(methoxymethyl)-3,6-diisopropylfluorene